3-(2-((4-(2-(4-chlorophenyl)-2,3-dihydrobenzo[b][1,4]dioxin-5-yl)piperidin-1-yl)methyl)-1-((1-ethyl-1H-imidazol-5-yl)methyl)-1H-imidazol-5-yl)-2-methylacrylic acid ClC1=CC=C(C=C1)C1COC2=C(O1)C=CC=C2C2CCN(CC2)CC=2N(C(=CN2)C=C(C(=O)O)C)CC2=CN=CN2CC